BrC=1C=C(C=CC1)C1(CC(C1)C#N)C1=NN=CN1C (1S,3s)-3-(3-bromophenyl)-3-(4-methyl-4H-1,2,4-triazol-3-yl)cyclobutane-1-carbonitrile